ClCC1OC(OC1)OC 4-(chloromethyl)-2-methoxy-1,3-dioxolane